1-(5-chloro-3-methylpyridin-2-yl)-3-(oxetan-3-ylmethyl)-4-(4-(trifluoromethyl)benzyl)piperazine-2,5-dione ClC=1C=C(C(=NC1)N1C(C(N(C(C1)=O)CC1=CC=C(C=C1)C(F)(F)F)CC1COC1)=O)C